3,5,6-trifluorobenzoate FC=1C=C(C(=O)[O-])C(=C(C1)F)F